9,10-di-hydro-acridine C1=CC=CC=2NC3=CC=CC=C3CC12